NC1=NN2C(C=C(C=C2)C=2C(=C(C(=O)NCC(C(C([2H])([2H])[2H])(O)C3=CC=C(C=C3)F)F)C(=CC2)Cl)F)=N1 (2-amino-[1,2,4]triazolo[1,5-a]pyridin-7-yl)-6-chloro-2-fluoro-N-(2-fluoro-3-(4-fluorophenyl)-3-hydroxybutyl-4,4,4-d3)benzamide